COC(=O)[C@H]1[C@H](N(CC1)[C@H](C)C1=CC=CC=C1)C (2R,3R)-2-methyl-1-((R)-1-phenylethyl)pyrrolidine-3-carboxylic acid methyl ester